3-(2-(1-((5-bromo-2-nitropyridin-3-yl)oxy)ethyl)-4-fluorophenyl)-5-fluoropyridin BrC=1C=C(C(=NC1)[N+](=O)[O-])OC(C)C1=C(C=CC(=C1)F)C=1C=NC=C(C1)F